4-(3-(3-fluorophenyl)-1-isobutyl-1H-pyrrolo[2,3-b]pyridine-6-carbonyl)-3,3-dimethylpiperazin-2-one FC=1C=C(C=CC1)C1=CN(C2=NC(=CC=C21)C(=O)N2C(C(NCC2)=O)(C)C)CC(C)C